C(C)C=1N=C(SC1)[C@H](CC1=CC=C(C=C1)NS(O)(=O)=O)NC(CCC(C1=NC=CC=C1)=O)=O (S)-4-{2-(4-ethylthiazol-2-yl)-2-[4-oxo-4-(pyridin-2-yl)butanamido]Ethyl}-phenyl-sulfamic acid